ClC1=NC=C(C(=N1)C=1C=C2N(C(NC2)=O)C1)Cl 6-(2,5-dichloropyrimidin-4-yl)-3-oxo-1H-pyrrolo[1,2-c]imidazol